3-Amino-1-methylindazole NC1=NN(C2=CC=CC=C12)C